tert-butyl (2-((1-(3-bromo-5-chlorophenyl)cyclopropyl)carbamoyl)benzyl)carbamate BrC=1C=C(C=C(C1)Cl)C1(CC1)NC(=O)C1=C(CNC(OC(C)(C)C)=O)C=CC=C1